CN(C1=C(C=CC=C1)N1S(C2=C(C1)C(=CC=C2)F)(=O)=O)CC(C)C N-(2-(methylisobutylamino)phenyl)-4-fluorobenzo[d]isothiazole-1,1-dioxide